ClC1=C(C(=C(C(=C1OC)Cl)Cl)Cl)Cl Pentachloroanisol